P(OC1CCCCC1)(OC1=CC2=C(C=C(C=C2C=C1C(C)(C)C)C(C)(C)C)C(C)(C)C)[O-] cyclohexyl (3,6,8-tri-tert-butyl-2-naphthyl) phosphite